2-(3-chloro-8-((2R,3S)-2-methyl-3-(methylsulfonylmethyl)azetidin-1-yl)isoquinolin-5-yl)propan-1-ol ClC=1N=CC2=C(C=CC(=C2C1)C(CO)C)N1[C@@H]([C@H](C1)CS(=O)(=O)C)C